Cl.C(C)(C)(C)OC(C1=CC=C(C=C1)NC(=O)C1NCCC2=C(C=CC=C12)N(C(CN(C)C)=O)C)=O 4-(5-(2-(dimethylamino)-N-methylacetamido)-1,2,3,4-tetrahydroisoquinoline-1-carboxamido)benzoic acid tert-butyl ester hydrochloride